N1=CN=CC(=C1)CNC1=NC=CC=C1 N-(5-pyrimidinylmethyl)-2-pyridinylamine